CC1=CC=CC(=N1)C1=NNC=C1C1=CC=C2C(=NNC2=C1)C1=CC=C(C=C1)CN [4-[6-[3-(6-methylpyridin-2-yl)-1H-pyrazol-4-yl]-1H-indazol-3-yl]phenyl]methanamine